7-((Cyclopropylmethyl)amino)-5-fluoro-2-(((trans-4-hydroxycyclohexyl)thio)methyl)quinazolin-4(3H)-one C1(CC1)CNC1=CC(=C2C(NC(=NC2=C1)CS[C@@H]1CC[C@H](CC1)O)=O)F